COC(=O)[C@@]1(NS(C2=C1C=C(C=C2)OC)(=O)=O)C (R)-5-methoxy-3-methyl-2,3-dihydrobenzo[d]isothiazole-3-carboxylic acid methyl ester 1,1-dioxide